(R)-4-(3-methylbut-1-yn-1-yl)-7-((6-oxopyrimidin-1(6H)-yl)methyl)-4-(trifluoromethyl)-3,4-dihydroquinazolin-2(1H)-one CC(C#C[C@]1(NC(NC2=CC(=CC=C12)CN1C=NC=CC1=O)=O)C(F)(F)F)C